6,4'-dimethoxy-7-(4-methylfuran-2-yl)-flavone COC=1C=C2C(C=C(OC2=CC1C=1OC=C(C1)C)C1=CC=C(C=C1)OC)=O